O=C1COCCN1CC1=CC=C(C=C1)C1=C(C2=CC=CC=C2C=C1)S(=O)(=O)N (4-((3-oxomorpholino)methyl)phenyl)-naphthalene-1-sulfonamide